OC=1C=C2CC[C@@H]([C@@H](C2=CC1)C1=CC=C(C=C1)N1CCN(CC1)C(=O)N1CCC(CC1)N1CCN(CC1)C=1C=C2CN(C(C2=CC1)=O)C1C(NC(CC1)=O)=O)C1=CC=CC=C1 3-(5-(4-(1-(4-(4-((1R,2S)-6-hydroxy-2-phenyl-1,2,3,4-tetrahydronaphthalen-1-yl)phenyl)piperazine-1-carbonyl)piperidin-4-yl)piperazin-1-yl)-1-oxoisoindolin-2-yl)piperidine-2,6-dione